BrC=1C=C2C=C(N(C2=CC1)C(=O)OC(C)(C)C)C=O tert-Butyl 5-bromo-2-formyl-1H-indole-1-carboxylate